Tert-butyl 4-(2-((1H-benzo[d]imidazole-2-yl) (5-fluoro-2-methoxyphenyl)methyl)-3-oxoisoindole-5-yl)-5,6-dihydropyridine-1(2H)-carboxylate N1C(=NC2=C1C=CC=C2)C(N2CC1=CC=C(C=C1C2=O)C2=CCN(CC2)C(=O)OC(C)(C)C)C2=C(C=CC(=C2)F)OC